C(#C)C=1C=NC(=NC1)[C@H]1[C@@H](CC1)C=1NC(C2=C(N1)N(N=C2C#N)[C@H](C)C=2C=NC(=CC2)C(F)(F)F)=O 6-((1R,2R)-2-(5-ethynylpyrimidin-2-yl)cyclobutyl)-4-oxo-1-((R)-1-(6-(trifluoromethyl)pyridin-3-yl)ethyl)-4,5-dihydro-1H-pyrazolo[3,4-d]pyrimidine-3-carbonitrile